tetrahydro-1H-pyrazino[2,1-a]isoindol C1NCCN2C1C1=CC=CC=C1C2